(7-fluoro-1-((2-methoxypyridin-4-yl)methyl)-benzoimidazol-2-yl)-1,2,5-oxadiazol-3-amine FC1=CC=CC2=C1N(C(=N2)C=2C(=NON2)N)CC2=CC(=NC=C2)OC